1-(3-(cyclohexylideneamino)propyl)-5-oxopyrrolidine-3-carboxylic acid butyl ester C(CCC)OC(=O)C1CN(C(C1)=O)CCCN=C1CCCCC1